C(C)(C)(C)OC(=O)[N-]CCCC N-tertbutoxycarbonyl-butylamide